ethyl 5-bromo-[1,2,4]triazolo[4,3-a]pyridine-3-carboxylate BrC1=CC=CC=2N1C(=NN2)C(=O)OCC